rac-(5R,8R)-4-chloro-5-methyl-5,6,7,8-tetrahydroquinolin-8-ol ClC1=CC=NC=2[C@@H](CC[C@H](C12)C)O |r|